1,1,1-trifluoroacetone FC(C(=O)C)(F)F